N-[(1R,3s,5S)-1,5-Dimethyl-8-azabicyclo[3.2.1]octan-3-yl]-N-methyl-5-[5-(5-methyl-1H-pyrazol-4-yl)pyrazin-2-yl][1,3]thiazolo[5,4-d][1,3]thiazol-2-amin Hydrochlorid Cl.C[C@]12CC(C[C@](CC1)(N2)C)N(C=2SC=1N=C(SC1N2)C2=NC=C(N=C2)C=2C=NNC2C)C